NC=1SC=C(N1)C(=O)N[C@@H]1C[C@@H](CCC1)NC1=NC(=NC(=C1)C1=CC=CC=C1)C1=CN(C2=NC=C(C=C21)F)S(=O)(=O)C2=CC=C(C)C=C2 |r| (+/-)-cis-2-amino-N-(3-((2-(5-fluoro-1-tosyl-1H-pyrrolo[2,3-b]pyridin-3-yl)-6-phenylpyrimidin-4-yl)amino)cyclohexyl)thiazole-4-carboxamide